N-(2-(4-(4-(2,4-dioxotetrahydropyrimidin-1(2H)-yl)benzyl)piperazin-1-yl)ethyl)-4,9-dioxo-4,9-dihydronaphtho[2,3-b]furan-2-carboxamide O=C1N(CCC(N1)=O)C1=CC=C(CN2CCN(CC2)CCNC(=O)C2=CC3=C(O2)C(C2=CC=CC=C2C3=O)=O)C=C1